[Si](C)(C)(C(C)(C)C)[Si](C)(C)C(C)(C)C TBDMStert-butyl-dimethyl-silicon